O=C1NC(CCC1N1C(C2=CC=CC(=C2C1=O)F)=O)=O 2-(2,6-bis-oxo-3-piperidinyl)-4-fluoro-isoindoline-1,3-dione